N-(1-(6-morpholino-9H-purin-8-yl)piperidin-4-yl)-2-(4-nitrophenyl)acetamide O1CCN(CC1)C1=C2N=C(NC2=NC=N1)N1CCC(CC1)NC(CC1=CC=C(C=C1)[N+](=O)[O-])=O